N-[(1S)-2,2-Dicyclopropyl-1-{5-[4,4-difluoro-1-(2,2,2-trifluoroethylcarbamoyl)-cyclohexyl]-1H-imidazo[4,5-b]pyridin-2-yl}ethyl]-4-methyl-1,2,5-oxadiazole-3-carboxamide C1(CC1)C([C@@H](C=1NC=2C(=NC(=CC2)C2(CCC(CC2)(F)F)C(NCC(F)(F)F)=O)N1)NC(=O)C1=NON=C1C)C1CC1